C(C)(C)OC(C)CC Isopropyl-sec-Butylether